C(CCC)OC(C(=CC=CN1CCCCC1)S(=O)(=O)C1=CC=CC=C1)=O 2-(phenylsulfonyl)-5-(piperidin-1-yl)penta-2,4-dienoic acid butyl ester